C(C)(C)(C)OC(=O)N1[C@@H]2[C@@H]([C@@H](C[C@H]1CC2)N(C)C=2N=NC(=CN2)C2=C(C=C(C=C2)C=2C=NNC2)O)F (1S,2R,3R,5R)-2-fluoro-3-((6-(2-hydroxy-4-(1H-pyrazol-4-yl)phenyl)-1,2,4-triazin-3-yl)(methyl)amino)-8-azabicyclo[3.2.1]Octane-8-carboxylic acid tert-butyl ester